C(C1=CC=CC=C1)OC(=O)N[C@H](C=1N=C2N(N=CC(=N2)C2(CCOCC2)C(=O)OC)C1)C1CCC(CC1)(F)F Methyl 4-{6-[(S)-benzyloxycarbonylamino(4,4-difluorocyclohexyl)methyl]imidazo[1,2-b][1,2,4]triazin-3-yl}tetrahydropyran-4-carboxylate